(3S)-N-cyclopropyl-N-methyl-1-(3-pyrimidin-5-yl-1H-pyrrolo[2,3-b]pyridin-4-yl)piperidin-3-amine C1(CC1)N([C@@H]1CN(CCC1)C1=C2C(=NC=C1)NC=C2C=2C=NC=NC2)C